3-(ethenyloxy)propanoate C(=C)OCCC(=O)[O-]